FC1=C(C=C(C(=C1)OC)S(=O)(=O)N1C=CC2=CC=CC(=C12)F)NC(=O)C1=C(C(=O)O)C=CC=C1 2-((2-fluoro-5-((7-fluoro-1H-indol-1-yl)sulfonyl)-4-methoxyphenyl)carbamoyl)benzoic acid